[Br-].NCCC[N+](C)(C)C[C@H](COCCCCCCCCCCCC)OCCCCCCCCCCCC |r| (+-)-N-(3-aminopropyl)-N,N-dimethyl-2,3-bis(dodecyl-oxy)-1-propylaminium bromide